(E)-3-nitrobenzaldehyde O-(2-chloro-6-((4,6-dimethoxypyrimidin-2-yl)thio)benzoyl) oxime ClC1=C(C(=O)O\N=C\C2=CC(=CC=C2)[N+](=O)[O-])C(=CC=C1)SC1=NC(=CC(=N1)OC)OC